The molecule is a 2-monoglyceride resulting from the condensation of the carboxy group of prostaglandin D2 with the 2-hydroxy group of glycerol. It has a role as a human xenobiotic metabolite. It is a 2-monoglyceride, an alicyclic ketone, a prostaglandins D and a secondary allylic alcohol. It derives from a prostaglandin D2. CCCCC[C@@H](/C=C/[C@@H]1[C@H]([C@H](CC1=O)O)C/C=C\\CCCC(=O)OC(CO)CO)O